Bisthioglycolate C(CO)(=S)[S-]